COC=1C=C(C=CC1OCC1=CC=C(C=C1)OC(F)(F)F)/C=C/C(=O)NC1(CCCC1)C(=O)O (E)-1-(3-(3-methoxy-4-((4-(trifluoromethoxy)benzyl)oxy)phenyl)acrylamido)cyclopentane-1-carboxylic acid